bis(trimethylsilyl) (triethylsilyl) borate B(O[Si](C)(C)C)(O[Si](C)(C)C)O[Si](CC)(CC)CC